7-(4-(cyclohexyloxy)phenyl)-2-(hydroxymethyl)-5,5-dimethyl-4-(methylamino)-5,7-dihydro-6H-pyrrolo[2,3-d]pyrimidin-6-one C1(CCCCC1)OC1=CC=C(C=C1)N1C(C(C2=C1N=C(N=C2NC)CO)(C)C)=O